tert-butyl ((6-(4-fluorophenyl)-1'-methyl-2'-oxo-1',2'-dihydro-[4,4'-bipyridin]-3-yl)methyl)carbamate FC1=CC=C(C=C1)C1=CC(=C(C=N1)CNC(OC(C)(C)C)=O)C1=CC(N(C=C1)C)=O